2-(4-bromo-2-methyl-phenyl)-4-(trifluoromethyl)-1H-imidazole BrC1=CC(=C(C=C1)C=1NC=C(N1)C(F)(F)F)C